monothiophene dibromide [Br-].[Br-].S1C=CC=C1